C(C)(C)(C)C1=C(C=CC=C1)C1CCN(CC1)C(=O)[C@@H]1N(C[C@@H](C1)O)C(=O)O |r| rac-(2r,4r)-2-(4-(2-(tert-butyl)phenyl)piperidine-1-carbonyl)-4-hydroxypyrrolidine-1-carboxylic acid